1-(2-((2S)-5-fluoro-2-((6-methylpyridin-2-yl)carbamoyl)azepan-1-yl)-2-oxoethyl)-5-(imidazo[1,2-a]pyridin-3-yl)-1H-indole-3-carboxamide FC1CC[C@H](N(CC1)C(CN1C=C(C2=CC(=CC=C12)C1=CN=C2N1C=CC=C2)C(=O)N)=O)C(NC2=NC(=CC=C2)C)=O